2-((3-hydroxyphenylethyl)amino)-4-phenylbutyramide di-trifluoroacetate FC(C(=O)O)(F)F.FC(C(=O)O)(F)F.OC=1C=C(C=CC1)CCNC(C(=O)N)CCC1=CC=CC=C1